1-(3-fluoropyridin-2-yl)-N-(4-(trifluoromethyl)benzyl)ethan-1-amine FC=1C(=NC=CC1)C(C)NCC1=CC=C(C=C1)C(F)(F)F